[Pd].[Ni] nickel palladium